Aminophosphoric acid NOP(O)(O)=O